((1s,3s)-3-aminocyclobutyl)methanol hydrochloride Cl.NC1CC(C1)CO